FC1=C(C=C(C=C1)NC(=O)C1=C(N(C(=C1C)C(C(=O)NC1CC(C1)NS(=O)(=O)C)=O)C)C)C N-(4-fluoro-3-methylphenyl)-1,2,4-trimethyl-5-(2-(((1s,3s)-3-(methylsulfonamido)cyclobutyl)amino)-2-oxoacetyl)-1H-pyrrole-3-carboxamide